2,2-dimethyl-N-(6-(2-methylpyridin-4-yl)imidazo[1,2-b]pyridazin-2-yl)tetra-hydro-2H-pyran-4-carboxamide CC1(OCCC(C1)C(=O)NC=1N=C2N(N=C(C=C2)C2=CC(=NC=C2)C)C1)C